C1(CC1)C=1C=C2C=CN(C(C2=C(C1)F)=O)C1=NC=CC(=C1CO)C1=CN(C(C(=C1)NC1=NN2C(CNCC2)=C1)=O)C 2'-(6-cyclopropyl-8-fluoro-1-oxoisoquinolin-2-yl)-3'-(hydroxymethyl)-1-methyl-5-{4H,5H,6H,7H-pyrazolo[1,5-a]pyrazin-2-ylamino}-[3,4'-bipyridin]-6-one